(R)-6-(6-(bicyclo[1.1.1]pentan-1-yl)-7-methoxyimidazo[1,2-b]pyridazin-3-yl)-3,5-difluoro-N-(piperidin-3-yl)pyridin-2-amine C12(CC(C1)C2)C=2C(=CC=1N(N2)C(=CN1)C1=C(C=C(C(=N1)N[C@H]1CNCCC1)F)F)OC